4-cyclopropyl-N-(2-methylpyridin-4-yl)-3-(pyrazolo[1,5-a]pyridine-4-yl)isothiazole-5-carboxamide C1(CC1)C=1C(=NSC1C(=O)NC1=CC(=NC=C1)C)C=1C=2N(C=CC1)N=CC2